COC1=CC2=C(CC(NC=C2)=O)C=C1OC 7,8-dimethoxy-1,3-dihydro-2H-3-benzoazepin-2-one